NC1=NC(=NC(=C1N(C(OC)=O)C)N)C1=NN(C2=CC(=CC=C12)F)CC1=C(C=CC=C1)F methyl (4,6-diamino-2-(6-fluoro-1-(2-fluorobenzyl)-1H-indazol-3-yl) pyrimidin-5-yl)(methyl)carbamate